(5-(2-(3,3-dimethylazetidin-1-yl)acetamido)-2-methylpyridin-3-yl)-2-(3-methylpyridazin-4-yl)pyrazolo[5,1-b]thiazole-7-carboxamide CC1(CN(C1)CC(=O)NC=1C=C(C(=NC1)C)C=1N2C(SC1C1=C(N=NC=C1)C)=C(C=N2)C(=O)N)C